C(C1=CC=CC=C1)C1=CC=C(C=C1)[O-] 4-Benzylphenolat